N-{4-[3-(2-cyano-5-fluorophenyl)-5-methyl-4-oxo-4,5-dihydro-1H-pyrrolo[3,2-c]pyridin-2-yl]pyridin-2-yl}-2-(4-fluorophenyl)propanamide C(#N)C1=C(C=C(C=C1)F)C1=C(NC2=C1C(N(C=C2)C)=O)C2=CC(=NC=C2)NC(C(C)C2=CC=C(C=C2)F)=O